3-hydroxy-6-methyloctanamide OC(CC(=O)N)CCC(CC)C